N-(2-hydroxyethyl)-4-(1-(pyridin-4-ylmethyl)-1H-1,2,3-triazol-4-yl)benzenesulfonamide OCCNS(=O)(=O)C1=CC=C(C=C1)C=1N=NN(C1)CC1=CC=NC=C1